(S)-(4-(7-fluoroquinolin-4-yl)piperazin-1-yl)(1-((4-nitrophenyl)sulfonyl)pyrrolidin-3-yl)methanone FC1=CC=C2C(=CC=NC2=C1)N1CCN(CC1)C(=O)[C@@H]1CN(CC1)S(=O)(=O)C1=CC=C(C=C1)[N+](=O)[O-]